8-(7-chloro-2-fluoro-1-oxo-2,3-dihydro-1H-inden-4-yl)-3-fluoro-5,6-dihydronaphthalene-1-carbonitrile ClC=1C=CC(=C2CC(C(C12)=O)F)C1=CCCC=2C=C(C=C(C12)C#N)F